C(CCC)N(C(O)=O)C12CC(C1)(C2)N2C(COCC2)=O.C(C)(=O)NC2=CC=C(C=C2)C2=NN(C(C=C2)=O)CC(=O)NCC2=C(C=CC=C2)Cl 2-(3-(4-acetamidophenyl)-6-oxopyridazin-1(6H)-yl)-N-(2-chlorobenzyl)acetamide butyl-(3-(3-oxomorpholino)bicyclo[1.1.1]pentan-1-yl)carbamate